6-benzoyl-9-(2-hydroxyethyl)purine C(C1=CC=CC=C1)(=O)C1=C2N=CN(C2=NC=N1)CCO